CC(C(=O)OF)OCC(OCCC)C.[Na] sodium perfluoro 2,5-dimethyl-3,6-dioxanonanoate